1-((1R,5S,6s)-6-((4-amino-5-(3-methoxy-4-((6-methylpyridin-2-yl)oxy)phenyl)-7-methyl-7H-pyrrolo[2,3-d]pyrimidin-6-yl)ethynyl)-3-azabicyclo[3.1.0]hexan-3-yl)prop-2-en-1-one NC=1C2=C(N=CN1)N(C(=C2C2=CC(=C(C=C2)OC2=NC(=CC=C2)C)OC)C#CC2[C@@H]1CN(C[C@H]21)C(C=C)=O)C